NC1=C(C(=NN1C(C)C)C1=CC(=C(C(=C1)F)CC(=O)NC1=CC(=NO1)CC(C)(C)C)F)C(=O)N 5-Amino-3-[4-[2-[[3-(2,2-dimethylpropyl)isoxazol-5-yl]amino]-2-oxo-ethyl]-3,5-difluoro-phenyl]-1-isopropyl-pyrazole-4-carboxamide